2-{6-azaspiro[2.5]octan-6-yl}-N-(7-fluoronaphthalen-1-yl)-4-(2-hydroxyethanesulfonylamino)benzamide C1CC12CCN(CC2)C2=C(C(=O)NC1=CC=CC3=CC=C(C=C13)F)C=CC(=C2)NS(=O)(=O)CCO